COC1=C(C=CC=C1)NC(N(C)C1=CC=2OC(C(=CC2S1)C(=O)OC)=O)=O methyl 2-(3-(2-methoxyphenyl)-1-methylureido)-5-oxo-5H-thieno[3,2-b]pyran-6-carboxylate